C1(CC1)C1=NN(C=N1)C1CC2(CN(C2)C(=O)N2CC3(C2)CC(C3)OC=3C=NC=C(C3)C(F)(F)F)C1 (6-(3-cyclopropyl-1H-1,2,4-triazol-1-yl)-2-azaspiro[3.3]heptan-2-yl)(6-((5-(trifluoromethyl)pyridin-3-yl)oxy)-2-azaspiro[3.3]heptan-2-yl)methanone